FC1=CC=C(C=C1)C1=NN2C(CNCC2)=C1C1=CC(=NC=C1)NC(CC)=O N-(4-(2-(4-fluorophenyl)-4,5,6,7-tetrahydropyrazolo[1,5-a]pyrazin-3-yl)pyridin-2-yl)propionamide